CN(C1=CC=C(C=C1)CC1=C(N=C2N1C=C(C=C2)C)C2=CC=CC=C2)C N,N-Dimethyl-4-((6-methyl-2-phenylimidazo[1,2-a]pyridin-3-yl)methyl)aniline